CC=1C=C(C=C(C1)C)C=1C=C2C(=NC1)NC(N2CC2=NOC(=C2)C)=O 6-(3,5-dimethylphenyl)-1-[(5-methylisoxazol-3-yl)methyl]-3H-imidazo[4,5-b]pyridin-2-one